BrC1=CC=C(C=2N=C(C=NC12)C)C(=O)O 8-bromo-3-methylquinoxaline-5-carboxylic acid